2'-deoxy-2',2'-difluoro cytidine-5'-phosphate P(=O)(O)(O)OC[C@@H]1[C@H](C([C@@H](O1)N1C(=O)N=C(N)C=C1)(F)F)O